[C-]1(C=CC=C1)C1=NC2=CC(=CC=C2C(=C1)C1=CC=CC=C1)O.[CH-]1C=CC=C1.[Fe+2] 2-Ferrocenyl-4-phenyl-7-hydroxyquinoline